1-(3-(3-(1H-imidazol-1-yl)quinoxaline-6-carbonyl)-4,5-difluorophenyl)-3-(4-chloro-3-(trifluoromethyl)phenyl)urea N1(C=NC=C1)C=1C=NC2=CC=C(C=C2N1)C(=O)C=1C=C(C=C(C1F)F)NC(=O)NC1=CC(=C(C=C1)Cl)C(F)(F)F